1,4-bis(mercaptomethyl)benzene SCC1=CC=C(C=C1)CS